N-(2-(diisobutylamino)ethyl)-4-(trifluoromethoxy)benzenesulfonamide C(C(C)C)N(CCNS(=O)(=O)C1=CC=C(C=C1)OC(F)(F)F)CC(C)C